C(C(O)C)(=O)[O-].[Na+] Sodium Lactat